calcium tert-butoxide CC(C)(C)[O-].[Ca+2].CC(C)(C)[O-]